C(#C)C=1C=CC(=C2C=CC=C(C12)C1=C(C=C2C(=NC(=NC2=C1F)OC[C@]12CCCN2C[C@@H](C1)F)N1C[C@@]2(CC[C@H](C1)N2)C)F)F 7-(8-ethynyl-5-fluoro-naphthalen-1-yl)-6,8-difluoro-2-(((2R,7aS)-2-fluorotetrahydro-1H-pyrrolizin-7a(5H)-yl)-methoxy)-4-((1S,5R)-1-methyl-3,8-diaza-bicyclo[3.2.1]octan-3-yl)quinazoline